formamido 2,2-dimethylpropanoate CC(C(=O)ONC=O)(C)C